(3R,6S)-6-{1-[trans-4-(4-methyl-5-{(1R)-1-[3-(propan-2-yl)phenoxy]ethyl}-4H-1,2,4-triazol-3-yl)cyclohexyl]-1H-1,2,3-triazol-4-yl}tetrahydro-2H-pyran-3-amine CN1C(=NN=C1[C@@H](C)OC1=CC(=CC=C1)C(C)C)[C@@H]1CC[C@H](CC1)N1N=NC(=C1)[C@@H]1CC[C@H](CO1)N